methyl-3,6-dihydropyridine-1,4(2H)-dicarboxylate COC(=O)N1CCC(=CC1)C(=O)[O-]